N-[(1S)-2-hydroxy-1-(3-methoxyphenyl)ethyl]acetamide OC[C@H](C1=CC(=CC=C1)OC)NC(C)=O